6-(2-(3-(3-Chloropyridin-2-yl)-5-cyclopropylisoxazol-4-yl)-7-azaspiro[3.5]non-1-en-7-yl)-4-(trifluoromethyl)chinolin ClC=1C(=NC=CC1)C1=NOC(=C1C1=CC2(C1)CCN(CC2)C=2C=C1C(=CC=NC1=CC2)C(F)(F)F)C2CC2